BrC1=CC(=NN1C)N1CCOCC1 4-(5-bromo-1-methyl-1H-pyrazol-3-yl)morpholine